6-bromo-5-(difluoromethoxy)benzo[d]thiazol-2-amine BrC1=CC2=C(N=C(S2)N)C=C1OC(F)F